N-(5-hydroxy-pyridin-2-yl)-benzamide OC=1C=CC(=NC1)NC(C1=CC=CC=C1)=O